O=C1NC(CCC1N1C(N(C2=C1C=CC(=C2)CN2CCN(CC2)CCOC2CC(C2)N(C(OC(C)(C)C)=O)C)C)=O)=O Tert-butyl N-[3-[2-[4-[[1-(2,6-dioxo-3-piperidyl)-3-methyl-2-oxo-benzimidazol-5-yl] methyl]piperazin-1-yl]ethoxy]cyclobutyl]-N-methyl-carbamate